ClC1=CC2=C(N=CN(C2=O)CC2(CCN(CC2)C(=O)C2(CC2)C)O)N1C1=CC(=C(C=C1)F)C=1C=NN(C1)C 6-Chloro-7-(4-fluoro-3-(1-methyl-1H-pyrazol-4-yl)phenyl)-3-((4-hydroxy-1-(1-methylcyclopropanecarbonyl)piperidin-4-yl)methyl)-3H-pyrrolo[2,3-d]pyrimidin-4(7H)-one